Cl.Cl.Cl.Cl.C=1(C(=CC(=C(C1)N)N)N)N 1,2,4,5-benzenetetramine tetra-hydrochloride